2,5-bis((Z)-1,2-bis(4-fluorophenyl)vinyl)-1-methyl-1H-pyrrole FC1=CC=C(C=C1)/C(=C/C1=CC=C(C=C1)F)/C=1N(C(=CC1)\C(=C/C1=CC=C(C=C1)F)\C1=CC=C(C=C1)F)C